C(CCC)C1=CC=CC=C1 n-Butylbenzen